6-((7S,8aS)-7-(3-(2,3-dihydrobenzofuran-4-yl)propyl)-6-oxohexahydropyrrolo[1,2-a]pyrazin-2(1H)-yl)nicotinonitrile O1CCC2=C1C=CC=C2CCC[C@H]2C[C@@H]1N(CCN(C1)C1=NC=C(C#N)C=C1)C2=O